C(#N)C1CN(CC(=C1)C1=CNC2=NC=CC=C21)C(=O)OC(C)(C)C tert-butyl 3-cyano-5-(1H-pyrrolo[2,3-b]pyridin-3-yl)-3,6-dihydropyridine-1(2H)-carboxylate